4-(5-(m-tolyloxy)pyridin-3-yl)2-hydroxybenzoic acid C1(=CC(=CC=C1)OC=1C=C(C=NC1)C1=CC(=C(C(=O)O)C=C1)O)C